(E)-1-(3-(3-(2-cyclopropylvinyl)-1H-pyrazolo[3,4-b]pyridin-1-yl)azetidin-1-yl)-2-fluoroprop-2-en-1-one C1(CC1)/C=C/C1=NN(C2=NC=CC=C21)C2CN(C2)C(C(=C)F)=O